NC1(CC(=C(C#N)C=C1)C#N)OC1=CC=CC=C1 4-amino-4-phenoxy-phthalonitrile